4-(3-carboxy-2-butyl)nicotinic acid C(=O)(O)C(C(C)C1=CC=NC=C1C(=O)O)C